7β-amino-7α-Methoxy-3-(5-tetrazolyl)thiomethyl-1-oxa-3-cephem-4-carboxylic acid N[C@]1([C@@H]2N(C(=C(CO2)CSC2=NN=NN2)C(=O)O)C1=O)OC